diphenyltriazinyl[(dimethylfluorenyl)dibenzothiophenyl]benzene C1(=CC=CC=C1)C1=C(C(=C(C=C1)C1=C(C=CC=2SC3=C(C21)C=CC=C3)C3=C(C(=CC=2C1=CC=CC=C1CC32)C)C)C3=NN=NC=C3)C3=CC=CC=C3